C(#N)C=1C=C(OC=2C(=C3C=CNC3=CC2F)CC(=O)OC)C=CC1F methyl 2-(5-(3-cyano-4-fluorophenoxy)-6-fluoro-1H-indol-4-yl)acetate